3-((4-Hydroxy-1-((R)-3-phenylbutanoyl)piperidin-4-yl)methyl)-6-(((R)-2-(pyrrolidin-1-yl)propyl)amino)pyrimidin-4(3H)-one OC1(CCN(CC1)C(C[C@@H](C)C1=CC=CC=C1)=O)CN1C=NC(=CC1=O)NC[C@@H](C)N1CCCC1